NC1=C(C=CC=C1)NC(C1=CC=C(C=C1)\N=N\C1=CC=C(C=C1)N(C)C)=O (E)-N-(2-aminophenyl)-4-((4-(dimethylamino)phenyl)diazenyl)benzamide